ClC=1C(=CC(=C(C1)N(C(=O)[C@H]1N(C[C@@](C1)(C)O)C(=O)OC(C)(C)C)C)F)F tert.Butyl (2S,4S)-2-((5-chloro-2,4-difluorophenyl)(methyl)aminocarbonyl)-4-hydroxy-4-methylpyrrolidine-1-carboxylate